NC1=NC=C2N(C(N(C2=N1)[C@@H]1O[C@@H]([C@H]([C@H]1O)F)CO)=O)CC(N1CCCC1)=O 2-Amino-9-((2R,3S,4S,5R)-4-fluoro-3-hydroxy-5-(hydroxymethyl)tetrahydrofuran-2-yl)-7-(2-oxo-2-(pyrrolidin-1-yl)ethyl)-7,9-dihydro-8H-purin-8-on